COC1=NC=C(C2=C1N=C(S2)NC(OC2=CC=CC=C2)=O)C2CCOCC2 Phenyl (4-methoxy-7-(tetrahydro-2H-pyran-4-yl)thiazolo[4,5-c]pyridin-2-yl)carbamate